1-[(2'S,4S,7R)-2-chloro-4-(difluoromethyl)-4-hydroxy-2'-methyl-spiro[5H-thieno[2,3-c]pyran-7,4'-piperidine]-1'-yl]-2,2,2-trifluoro-ethanone ClC1=CC2=C(S1)[C@@]1(C[C@@H](N(CC1)C(C(F)(F)F)=O)C)OC[C@]2(O)C(F)F